2-(6-(1-((1S,2R,3S,5R)-2-fluoro-1-methyl-8-azabicyclo[3.2.1]octan-3-yl)vinyl)pyridazin-3-yl)-5-(1H-imidazol-1-yl)phenol F[C@H]1[C@@]2(CC[C@H](C[C@H]1C(=C)C1=CC=C(N=N1)C1=C(C=C(C=C1)N1C=NC=C1)O)N2)C